O=C(/C=C/C1=CC=C(C(=O)O)C=C1)C1=CC(=C(C(=C1)OC)OC)OC (E)-4-(3-oxo-3-(3,4,5-trimethoxyphenyl)prop-1-en-1-yl)benzoic acid